2-ethylimidazole hydrochloride Cl.C(C)C=1NC=CN1